C(C)(C)(C)OC(=O)N1CCN(CC1)C=1C=CC=2N=CN=C(C2N1)NC1=C(C(=CC=C1)Br)F.CN1N=C2C(=CC=C(C2=C1)C1CCNCC1)C(=O)N 2-methyl-4-(piperidin-4-yl)indazole-7-carboxamide tert-butyl-4-[4-(3-bromo-2-fluoro-anilino)pyrido[3,2-d]pyrimidin-6-yl]piperazine-1-carboxylate